C1(CC1)C(C(C)(C)O)N1C(C2=C(C=C(C=C2C1)F)C1=CC=C(C=C1)C=1OC(=NN1)C)=O 2-(1-Cyclopropyl-2-hydroxy-2-methylpropyl)-5-fluoro-7-(4-(5-methyl-1,3,4-oxadiazol-2-yl)phenyl)isoindolin-1-one